C(C)C1=NC2=CC=CC=C2C1(C)C 2-ethyl-3,3-dimethylindole